3-(4-(4-acryloyl-piperazin-1-yl)-6-chloro-quinazolin-7-yl)pyridin-2(1H)-one C(C=C)(=O)N1CCN(CC1)C1=NC=NC2=CC(=C(C=C12)Cl)C=1C(NC=CC1)=O